FC(C1=CC=C(C=C1)/C=C/C(=O)NCC(=O)N1CC2=C(CC1)N=C(S2)CCC(=O)O)(F)F 3-[5-[2-[[(E)-3-[4-(trifluoromethyl)phenyl]prop-2-enoyl]amino]acetyl]-6,7-dihydro-4H-[1,3]thiazolo[5,4-c]pyridin-2-yl]propanoic acid